BrC1=C2C(N(CC2=CC(=C1OCCCOC=1C=C2CN(CC2=CC1OC)C(C[C@@H](C(=O)O)C)=O)OC)C(C[C@H](C)C(=O)O)=O)C (2S)-4-(5-(3-((4-bromo-2-((S)-3-carboxybutanoyl)-6-methoxy-3-methylisoindolin-5-yl)oxy)propoxy)-6-methoxyisoindolin-2-yl)-2-methyl-4-oxobutanoic acid